COC1=CC(=CC=2CCOC21)C2=NOC(=C2)C2=C(C=CC=C2)F 3-(7-methoxy-2,3-dihydrobenzofuran-5-yl)-5-(2-fluorophenyl)isoxazole